The molecule is an organosulfate oxoanion that is the conjugate base of 6-hydroxyindole sulfate, obtained by deprotonation of the sulfo group; major species at pH 7.3. It is a conjugate base of a 6-hydroxyindole sulfate. C1=CC(=CC2=C1C=CN2)OS(=O)(=O)[O-]